tert-butyl (3-amino-2-(methylamino)pyridin-4-yl)carbamate NC=1C(=NC=CC1NC(OC(C)(C)C)=O)NC